CN1N=C(C=C1)CS(=O)(=O)C1=C(C=C(C(=O)OC)C=C1)[N+](=O)[O-] methyl 4-(((1-methyl-1H-pyrazol-3-yl)methyl)sulfonyl)-3-nitrobenzoate